FC=1C=C(C=CC1OC)[C@@H](C(C(=O)OCC)=C)NC1=CC(=C(C(=C1)OC)OC)OC (S)-ethyl 2-((3-fluoro-4-methoxyphenyl)((3,4,5-trimethoxyphenyl)amino)methyl)acrylate